2-cyano-6-(3-cyclopropylphenoxy)-N-[2-(2,4-dichlorophenyl)-2-fluoro-ethyl]pyrazolo[1,5-a]pyrimidine-7-carboxamide C(#N)C1=NN2C(N=CC(=C2C(=O)NCC(F)C2=C(C=C(C=C2)Cl)Cl)OC2=CC(=CC=C2)C2CC2)=C1